C1(CCCC1)N(C(=O)OCC1=C(N=CN1C)C1=CC=C(O[C@@H]2C[C@H](CCC2)C(=O)[O-])C=C1)C |r| (+/-)-(1S,3S)-3-(4-(5-(((cyclopentyl(methyl)carbamoyl)oxy)methyl)-1-methyl-1H-imidazol-4-yl)phenoxy)cyclohexane-1-carboxylate